[Yb].[Ni].[Sb].[Sn] tin antimony nickel ytterbium